C1C=2N(CCN1)CCC2 (7R,8aS)-hexahydropyrrolo-[1,2-a]pyrazin